(mesitylene) molybdenum [Mo].C1(=CC(=CC(=C1)C)C)C